C(#N)C=1C=C(C=C(C1)C(C)(C)O)[S@@](=O)(N)=NC(NC1=C(C=C(C=C1C(C)C)C#N)C(C)C)=O (R)-3-cyano-N'-((4-cyano-2,6-diisopropylphenyl)carbamoyl)-5-(2-hydroxypropan-2-yl)benzenesulfonimidamide